C(C)(C)(C)C=1C=CC(=C(C1)C(C)(O)C1=CC=C(C(=O)OC)C=C1)OCC methyl 4-[1-(5-tert-butyl-2-ethoxyphenyl)-1-hydroxyethyl]benzoate